O=C1C=NN(C2=CC=CC=C12)C1=CC=C(C=C1)OC(F)(F)F 4-oxo-1-[4-(trifluoromethoxy)phenyl]cinnoline